(S)-2-((R)-2-hydroxy-2-phenylacetamido)-4-((2-methoxyethyl)(4-(5,6,7,8-tetrahydro-1,8-naphthyridin-2-yl)butyl)amino)butanoic acid O[C@@H](C(=O)N[C@H](C(=O)O)CCN(CCCCC1=NC=2NCCCC2C=C1)CCOC)C1=CC=CC=C1